NCCNC(OCC1C2=CC=CC=C2C=2C=CC=CC12)=O 9H-fluoren-9-ylmethyl (2-aminoethyl)carbamate